NC1=NC=CC(=N1)C1=CC=CC2=CC=CC=C12 2-amino-4-naphthyl-pyrimidine